FC1=C(/C=C/C=2OC(=C(N2)C(=O)OCC)C)C=CC(=C1)C(F)(F)F Ethyl (E)-2-(2-fluoro-4-(trifluoromethyl) styryl)-5-methyl-oxazole-4-carboxylate